6-bromobenzo[d]thiazole-3(2H)-carboxylic acid tert-butyl ester C(C)(C)(C)OC(=O)N1CSC2=C1C=CC(=C2)Br